5-((4R,8S,9aS)-8-((5-chloropyridin-2-yl)oxy)-4-methyloctahydro-2H-pyrido[1,2-a]pyrazin-2-yl)quinoline-8-carbonitrile ClC=1C=CC(=NC1)O[C@@H]1C[C@@H]2N([C@@H](CN(C2)C2=C3C=CC=NC3=C(C=C2)C#N)C)CC1